C(#N)C1=CC=C2C(=C(C(=NC2=C1)C(C)C)C(=O)NCC1=CC=C(C=C1)F)C 7-cyano-N-[(4-fluorophenyl)-methyl]-2-isopropyl-4-methyl-quinoline-3-carboxylic acid amide